C(#N)C=1C=CC(=NC1)C1=CC=C(\C=N/OCC2=CC=C(C=C2)C=2N=C3N(C=CC(=C3)C3=CC=CC=C3)C2NC2=CC=C(C(=O)O)C=C2)C=C1 (Z)-4-((2-(4-((((4-(5-Cyanopyridin-2-yl)benzylidene)amino)oxy)methyl)phenyl)-7-phenylimidazo[1,2-a]pyridin-3-yl)amino)benzoic acid